ClC1=CC=NN1CCNC(=O)C1=NOC(=C1)C=1OC=CC1 N-(2-(5-chloro-1H-pyrazol-1-yl)ethyl)-5-(furan-2-yl)isoxazole-3-carboxamide